1-Ethynyl-1-methylcyclopropane C(#C)C1(CC1)C